N,N-dimethylnonadecylamine CN(C)CCCCCCCCCCCCCCCCCCC